methyl-3'-(N-methyl-methylsulfonylamino)-[1,1'-biphenyl]-4-carboxylic acid CC1=C(C=CC(=C1)C(=O)O)C1=CC(=CC=C1)N(C)S(=O)(=O)C